(1R,3S,5R)-2-(2-(3-acetyl-5-(2-(methylamino)-pyrimidin-5-yl)-1H-indazol-1-yl)acetyl)-N-(6-bromo-3-methylpyridin-2-yl)-5-methyl-2-azabicyclo[3.1.0]hexane-3-carboxamide C(C)(=O)C1=NN(C2=CC=C(C=C12)C=1C=NC(=NC1)NC)CC(=O)N1[C@@H]2C[C@@]2(C[C@H]1C(=O)NC1=NC(=CC=C1C)Br)C